C1(CC1)C1=C(C(=NO1)C1=C(C=CC=C1Cl)Cl)C(CO)O 1-(5-cyclopropyl-3-(2,6-dichlorophenyl)isoxazol-4-yl)ethane-1,2-diol